CC1=C(C(=CC=C1)C)C1=NC(=NC(=C1)OC[C@@H](CC(C)(C)C)NCC1CC(OCC1)(C)C)NS(=O)(=O)C=1C=C(C(=O)O)C=CC1 3-(N-(4-(2,6-dimethylphenyl)-6-(((2R)-2-(((2,2-dimethyltetrahydro-2H-pyran-4-yl)methyl)amino)-4,4-dimethylpentyl)oxy)pyrimidin-2-yl)sulfamoyl)benzoic acid